acryloyloxypropylsuccinate C(C=C)(=O)OCCCC(C(=O)[O-])CC(=O)[O-]